C(#N)N1C2CCC(C1)[C@H]2NC(=O)C2=CC=C(C=C2)C2=C(C=CC=C2)OC2=CC=CC=C2 N-((7R)-2-Cyano-2-azabicyclo[2.2.1]heptan-7-yl)-2'-phenoxy-[1,1'-biphenyl]-4-carboxamid